di[2-(perfluorohexyl) ethyl] phosphate P(=O)(OCCC(C(C(C(C(C(F)(F)F)(F)F)(F)F)(F)F)(F)F)(F)F)(OCCC(C(C(C(C(C(F)(F)F)(F)F)(F)F)(F)F)(F)F)(F)F)[O-]